N-[(2E)-3-[(3-fluoro-4-methoxyphenyl)(imino)oxo-λ6-sulfanyl]prop-2-en-1-yl]-4-hydroxy-2-oxo-1,2,5,6,7,8-hexahydroquinoline-3-carboxamide FC=1C=C(C=CC1OC)S(/C=C/CNC(=O)C=1C(NC=2CCCCC2C1O)=O)(=O)=N